(1-(6-chloro-1-(3-(methylsulfonyl)phenyl)-1H-indazol-3-yl)propyl)-3-(3-fluoro-4-methoxyphenyl)-1H-pyrazolo[3,4-d]pyrimidin-4-amine ClC1=CC=C2C(=NN(C2=C1)C1=CC(=CC=C1)S(=O)(=O)C)C(CC)N1N=C(C=2C1=NC=NC2N)C2=CC(=C(C=C2)OC)F